NCCC1=CC(=C(CNC(CCCCCC(=O)OCC)=O)C=C1)CN=[N+]=[N-] ethyl 7-((4-(2-aminoethyl)-2-(azidomethyl)benzyl)amino)-7-oxoheptanoate